1-(5-hydroxypentyl)phosphorane OCCCCC[PH4]